FC1=C(C=C(C=C1OC)F)C1=CC2=C(O[C@H](CN2S(=O)(=O)C2=CC(=CC=C2)C(F)(F)F)CC2(COC2)C(=O)O)C=C1 (S)-3-((6-(2,5-difluoro-3-methoxyphenyl)-4-((3-(trifluoromethyl)phenyl)sulfonyl)-3,4-dihydro-2H-benzo[b][1,4]oxazin-2-yl)methyl)oxetane-3-carboxylic acid